(S)-2-(1,3-dioxolan-2-yl)-N-(3-(1-((2-ethyl-2H-pyrazolo[3,4-b]pyrazin-6-yl)amino)ethyl)phenyl)thiazole-5-carboxamide O1C(OCC1)C=1SC(=CN1)C(=O)NC1=CC(=CC=C1)[C@H](C)NC=1C=NC=2C(N1)=NN(C2)CC